CN1C(N(CC2=C1C=NC1=C2C=C(N1)C1=CC=C(C=C1)CN1CCC(CC1)S(=O)(=O)C)C1=CC=C(C(=O)O)C=C1)=O 4-(4-Methyl-8-(4-((4-(methylsulfonyl)piperidin-1-yl)methyl)phenyl)-3-oxo-1,3,4,7-tetrahydro-2H-pyrrolo[3',2':5,6]pyrido[3,4-d]pyrimidin-2-yl)benzoic acid